CC=1C2C3=CC=CC=C3C(C1C)N2C(C)C 9,10-Dimethyl-11-(propan-2-yl)-11-azatricyclo[6.2.1.02,7]undeca-2,4,6,9-tetraene